FC(CC1=CC=C2C=CC=CN12)(F)F 3-(2,2,2-trifluoroethyl)indolizine